3-((hexylphenoxy)thiocarbonylamino-methyl)-3,5,5-trimethylcyclohexylthiocarbamic acid (hexylphenyl) ester C(CCCCC)C1=C(C=CC=C1)OC(NC1CC(CC(C1)(C)C)(C)CNC(=S)OC1=C(C=CC=C1)CCCCCC)=S